Methyl-n-amylketon CC(=O)CCCCC